7-[2-(cyclopropylmethoxy)-5-ethyl-sulfonylphenyl]-5-methylfuro[3,2-c]pyridin-4-one C1(CC1)COC1=C(C=C(C=C1)S(=O)(=O)CC)C=1C2=C(C(N(C1)C)=O)C=CO2